5-fluoro-4-(8-fluoro-4-isopropyl-3,4-dihydro-2H-benzo[b][1,4]oxazin-6-yl)-N-(5-(piperidin-4-yl)pyridin-2-yl)pyrimidin-2-amine hydrochloride Cl.FC=1C(=NC(=NC1)NC1=NC=C(C=C1)C1CCNCC1)C1=CC2=C(OCCN2C(C)C)C(=C1)F